cyclopentylmethylterephthalate C1(CCCC1)CC1=C(C(=O)[O-])C=CC(=C1)C(=O)[O-]